[Cl-].[Cl-].ClC=1C=C(C=CC1)C(=[Zr+2](C1=C(C(=CC=2C3=CC(=C(C=C3CC12)C1=CC=CC=C1)C(C)(C)C)C(C)(C)C)C1=CC=CC=C1)C1C=CC=C1)C1=CC(=CC=C1)Cl di-(m-chlorophenyl)methylene(cyclopentadienyl)(2,7-diphenyl-3,6-di-tert-butylfluorenyl)zirconium dichloride